2'-methoxy-4'-nitro-[1,1'-biphenyl]-4-carboxylate COC1=C(C=CC(=C1)[N+](=O)[O-])C1=CC=C(C=C1)C(=O)[O-]